C(C1=CC=CC=C1)C=1NC2=C(C(N(C=3C=C(C=CC23)Cl)C2=CC=CC=C2)=O)N1 2-benzyl-7-chloro-5-phenyl-1,5-dihydro-4H-imidazo[4,5-c]quinolin-4-one